CN1N=CC2=CC=C(C=C12)CCC(CCC)S(=O)(=O)N (1-methyl-1H-indazol-6-yl)hexane-3-sulfonamide